tellurium tin [Sn].[Te]